C1(CCC1)OC1=C(N)C=CC(=C1)N1CCN(CC1)C 2-cyclobutoxy-4-(4-methylpiperazin-1-yl)aniline